O=C1OC2=CC(=CC=C2C(=C1)C1=C(C=CC=C1)C)OC(C#N)C 2-((2-oxo-4-(o-tolyl)-2H-chromen-7-yl)oxy)propanenitrile